Glutamic acid diacetic acid sodium salt [Na+].C(CN([C@@H](CCC(=O)[O-])C(=O)[O-])CC(=O)[O-])(=O)[O-].[Na+].[Na+].[Na+]